C(CCCCCCC=C)[Si](C)(C)C 8-nonenyl-trimethyl-silane